6-tert-butyl-2-methyl-pyridine-3,4-dicarboxylic acid C(C)(C)(C)C1=CC(=C(C(=N1)C)C(=O)O)C(=O)O